FC1(CC2(C1)CC(N(CC2)CC2=C1C=CNC1=C(C=C2OC)C)C2=CC=C(C(=O)NC(C(F)(F)F)C)C=C2)F 4-(2,2-difluoro-7-((5-methoxy-7-methyl-1H-indol-4-yl)methyl)-7-azaspiro[3.5]nonan-6-yl)-N-(1,1,1-trifluoropropan-2-yl)benzamide